N1=C(C=CC=C1)NNC(C1=C(C=C(C=C1)/C(=C/C(C(F)(F)F)C1=CC(=C(C(=C1)Cl)Cl)Cl)/F)C(F)(F)F)=O (Z)-N'-(pyridin-2-yl)-4-(1,4,4,4-tetrafluoro-3-(3,4,5-trichlorophenyl)but-1-en-1-yl)-2-(trifluoromethyl)benzoyl-hydrazine